5'-chloro-7'-oxo-N-[1-(propan-2-yl)piperidin-4-yl]-7',8'-dihydro-6'H-spiro[cyclohexane-1,9'-furo[2,3-f]quinazoline]-2'-carboxamide ClC=1C=C2C(=C3C4(NC(NC13)=O)CCCCC4)OC(=C2)C(=O)NC2CCN(CC2)C(C)C